tert-butyl 3-(2-((2-(3,4-dichlorophenyl)thiazol-4-yl)amino)-2-oxoethyl)azetidine-1-carboxylate ClC=1C=C(C=CC1Cl)C=1SC=C(N1)NC(CC1CN(C1)C(=O)OC(C)(C)C)=O